FC1=C(C=CC(=C1)F)C1=CC(=CC=C1)NC1=NC=NC2=CC(=C(C=C12)NC(C=C)=O)OCCCN1CCC(CC1)(F)F N-(4-((2',4'-difluoro-[1,1'-biphenyl]-3-yl)amino)-7-(3-(4,4-difluoropiperidin-1-yl)propoxy)quinazolin-6-yl)acrylamide